3-azido-N,N-bis((5-fluoropyridin-2-yl)methyl)propan-1-amine N(=[N+]=[N-])CCCN(CC1=NC=C(C=C1)F)CC1=NC=C(C=C1)F